(2-(isoxazol-3-ylamino)-2-oxoethyl)azepan O1N=C(C=C1)NC(CN1CCCCCC1)=O